[Mn].[Mg].[Al].[F] fluorine aluminum magnesium manganese